O=C1N(CC=2C=CC=C(C12)C(=O)O)CCCC1=CC=CC=C1 3-Oxo-2-(3-phenyl-propyl)-2,3-dihydro-1H-isoindole-4-carboxylic acid